C(C)(C)(C)C1=C(C=CC=C1)C1CCN(CC1)C(=O)C=1C=C(C(=O)O)C=CC1 3-(4-(2-(tert-butyl)phenyl)piperidine-1-carbonyl)benzoic acid